diethyl-1,4-naphthalenedicarboxylic acid C(C)C=1C(=C(C2=CC=CC=C2C1C(=O)O)C(=O)O)CC